4'-cyclopropyl-6'-methoxy-N-methyl-4-(1-(4-(1-methyl-4-(trifluoromethyl)-1H-imidazol-2-yl)phenyl)ethyl)-[2,5'-bipyrimidin]-5-amine C1(CC1)C1=NC=NC(=C1C1=NC=C(C(=N1)C(C)C1=CC=C(C=C1)C=1N(C=C(N1)C(F)(F)F)C)NC)OC